5-chloro-2-methyl-benzothiazole Methyl-8-bromo-9-(2-fluoro-4-((1-(3-fluoropropyl)azetidin-3-yl)methyl)phenyl)-6,7-dihydro-5H-benzo[7]annulene-3-carboxylate COC(=O)C1=CC2=C(C(=C(CCC2)Br)C2=C(C=C(C=C2)CC2CN(C2)CCCF)F)C=C1.ClC=1C=CC2=C(N=C(S2)C)C1